8-[(2R,3S)-3-(methanesulfonylmeth-yl)-2-methylazetidin-1-yl]-N-{2-[4-(2H3)methoxypiperidin-1-yl]pyrimidin-4-yl}-5-(propan-2-yl)isoquinolin-3-amine CS(=O)(=O)C[C@@H]1[C@H](N(C1)C=1C=CC(=C2C=C(N=CC12)NC1=NC(=NC=C1)N1CCC(CC1)OC([2H])([2H])[2H])C(C)C)C